BrC=1C=NN2C1N=C(N=C2NCC2=NN=C(N2)C2=CC(=CC(=C2)F)F)N2CCOCC2 8-bromo-N-{[5-(3,5-difluorophenyl)-4H-1,2,4-triazol-3-yl]methyl}-2-(morpholin-4-yl)pyrazolo[1,5-a][1,3,5]triazin-4-amine